2-(5-(benzo[d][1,3]dioxol-5-yl)furan-2-yl)-6-nitroquinoline-4-carboxylic acid O1COC2=C1C=CC(=C2)C2=CC=C(O2)C2=NC1=CC=C(C=C1C(=C2)C(=O)O)[N+](=O)[O-]